NCC1=NC=CC=C1OCC(=O)N 2-[[2-(aminomethyl)pyridin-3-yl]oxy]acetamide